4-((4-(4-((5-chloro-4-((5-(dimethylphosphoryl)quinoxalin-6-yl)amino)pyrimidin-2-yl)amino)-5-Methoxy-2-(1-methyl-1H-pyrazol-4-yl)phenyl)piperazin-1-yl)methyl)piperidine-1-carboxylate ClC=1C(=NC(=NC1)NC1=CC(=C(C=C1OC)N1CCN(CC1)CC1CCN(CC1)C(=O)[O-])C=1C=NN(C1)C)NC=1C(=C2N=CC=NC2=CC1)P(=O)(C)C